FC(C1=CC=C(C=C1)C=1C=C(C=NC1)CC(=O)O)(F)F 2-(5-(4-(trifluoromethyl)phenyl)pyridin-3-yl)acetic acid